ClC=1C=C(C=C(C1)NS(=O)(=O)C)NC(=O)C1=CC2=C(S1)C(=CC=C2)F N-(3-chloro-5-(methylsulfonamido)phenyl)-7-fluorobenzo[b]thiophene-2-carboxamide